CCCCCCCCCC=C Undecene